C(=C)B1OB(OB(O1)C=C)C=C trivinyl-boroxine